N[C@H](CC1CCCCC1)CC1=CC=C(C=C1)N [(R)-2-amino-3-(4-aminophenyl)propyl]-trans-(S,S)-cyclohexane